CN1C=NC2=C1C=C(C=C2C2=CC=C(C=C2)OC(F)(F)F)NC(OC(C)(C)C)=O tert-butyl (1-methyl-4-(4-(trifluoromethoxy)phenyl)-1H-benzo[d]imidazol-6-yl)carbamate